N-(2-Fluoro-3-(2-(3-methyl-3,8-diazabicyclo[3.2.1]octan-8-yl)-5-(2-(methylsulfonyl)-pyrimidin-4-yl)thiazol-4-yl)phenyl)acetamide FC1=C(C=CC=C1C=1N=C(SC1C1=NC(=NC=C1)S(=O)(=O)C)N1C2CN(CC1CC2)C)NC(C)=O